C(C)(C)(C)OC(=O)N1CC=2N(CC1)N=C(C2)B(O)O (5-(tert-butoxycarbonyl)-4,5,6,7-tetrahydropyrazolo[1,5-a]pyrazin-2-yl)boronic acid